6-(bromomethyl)-2-chloropyridine-3-carbonitrile BrCC1=CC=C(C(=N1)Cl)C#N